C[C@]12CC3(CC(C[C@@](C1)(C3)C)C2)NC(NC2=CC=C(C(=O)N3CCC(CC3)NC(CCC)=O)C=C2)=O N-[1-(4-{3-[(1r,3R,5S,7r)-3,5-dimethyladamantan-1-yl]ureido}benzoyl)piperidine-4-yl]butanamide